3-(1-oxo-5-(((1S,2S)-2-(3-phenylazetidin-1-yl)cyclohexyl)oxy)isoindolin-2-yl)piperidine-2,6-dione O=C1N(CC2=CC(=CC=C12)O[C@@H]1[C@H](CCCC1)N1CC(C1)C1=CC=CC=C1)C1C(NC(CC1)=O)=O